[Cl-].C(C)[N+]1(CCCCC1)CCCC 1-ethyl-1-butylpiperidinium chloride